NC1=C(C=C(C=C1)Br)NC[C@@H](CCCO)C (R)-5-((2-amino-5-bromophenyl)amino)-4-methylpentan-1-ol